CNC(=O)C1(CC(C(C(C1)N)OCC1=CC=CC=C1)N)OCC1=CC=CC=C1 N-methyl-3,5-diamino-1,4-dibenzyloxycyclohexane-1-carboxamide